COC([C@@H](NC(=O)OC(C)(C)C)CCO[Si](C)(C)C(C)(C)C)=O N-(t-butoxycarbonyl)-O-(t-butyldimethylsilyl)-L-homoserine methyl ester